(3-{4-[5-(cyclopropylmethoxy)pyrazin-2-yl]-6-oxo-1,6-dihydropyrimidin-2-yl}-4-(trifluoromethyl)benzyl)isobutyramide C1(CC1)COC=1N=CC(=NC1)C=1N=C(NC(C1)=O)C=1C=C(CC(C(=O)N)(C)C)C=CC1C(F)(F)F